9H-Fluoren-9-yl (S)-P-phenyl-N-propylphosphonamidate C1(=CC=CC=C1)[P@@](OC1C2=CC=CC=C2C=2C=CC=CC12)(=O)NCCC